2-(3,3-dimethylbutanoylamino)-4-[2-phenoxyethyl-[4-(5,6,7,8-tetrahydro-1,8-naphthyridin-2-yl)butyl]amino]butanoic acid CC(CC(=O)NC(C(=O)O)CCN(CCCCC1=NC=2NCCCC2C=C1)CCOC1=CC=CC=C1)(C)C